L-rhamnopyranosyl-(1->2) β-D-glucopyranoside O([C@H]1[C@H](O)[C@@H](O)[C@H](O)[C@H](O1)CO)C1[C@H](O)[C@H](O)[C@@H](O)[C@@H](O1)C